methyl-2-propynyl-carboxylate COC(=O)CC#C